C(#N)NC(=N)C=1C=C(SC1)CNC(=O)[C@H]1N([C@H]2C[C@]2(C1)C)C(CNC(C1=CC=C(C=C1)OC1=CC=CC=C1)=O)=O (1S,3S,5S)-N-((4-(N-cyanocarbamimidoyl)thiophen-2-yl)methyl)-5-methyl-2-((4-phenoxy-benzoyl)glycyl)-2-azabicyclo[3.1.0]hexane-3-carboxamide